4-(2,3,4-Trifluorophenyl)-1-((4aR,6R,7R,8R,8aR)-7-methoxy-2,2-dimethyl-6-(prop-2-yn-1-yl)hexahydropyrano[3,2-d][1,3]dioxin-8-yl)-1H-1,2,3-triazole FC1=C(C=CC(=C1F)F)C=1N=NN(C1)[C@@H]1[C@H]([C@H](O[C@H]2[C@@H]1OC(OC2)(C)C)CC#C)OC